Tertiary Butyl Peroxybenzoate C(C1=CC=CC=C1)(=O)OOC(C)(C)C